3-bromo-2,2-dimethyl-7-nitro-2H-chromene BrC=1C(OC2=CC(=CC=C2C1)[N+](=O)[O-])(C)C